ethyl 2-methyl-3-((2,2,3-trimethylcyclopentyl)methyl)cyclopropane-1-carboxylate CC1C(C1CC1C(C(CC1)C)(C)C)C(=O)OCC